N-(3-(Tert-butyl)-1-ethyl-1H-pyrazol-5-yl)-6-(imidazo[1,2-a]pyridin-3-carbonyl)-4,5,6,7-tetrahydrothieno[2,3-c]pyridin-3-carboxamid C(C)(C)(C)C1=NN(C(=C1)NC(=O)C1=CSC=2CN(CCC21)C(=O)C2=CN=C1N2C=CC=C1)CC